BrC=1C(=C(SC1)C(=O)O)OCC1CCCCC1 4-bromo-3-(cyclohexylmethoxy)thiophene-2-carboxylic acid